CC=1C=C(C=CC1C=1C=NN(C1)C)NC(C[C@H]1CCN(C1)C=1C2=C(N=C(N1)C)C1=C(O2)C=CC=C1)=O (2S,4R)-4-(2-((3-methyl-4-(1-methyl-1H-pyrazol-4-yl)phenyl)amino)-2-oxoethyl)-1-(2-methylbenzofuro[3,2-d]pyrimidin-4-yl)pyrrolidine